2-methyl-8-[4-(trifluoromethyl)phenyl]-pyrazolo[3,4-b]indole-5-carboxylic acid CN1N=C2N(C3=CC=C(C=C3C2=C1)C(=O)O)C1=CC=C(C=C1)C(F)(F)F